ClC=1C=C(C=2N=CNC(C2N1)=O)C(=O)OC Methyl 6-chloro-4-oxo-3H-pyrido[3,2-d]pyrimidine-8-carboxylate